N-[2-[2-(3-methyl-2-oxo-1,3-benzoxazol-6-yl)-2-oxo-ethoxy]ethyl]carbamic acid tert-butyl ester C(C)(C)(C)OC(NCCOCC(=O)C1=CC2=C(N(C(O2)=O)C)C=C1)=O